1-fluoro-N-((5-fluoro-6-(thiazol-4-ylmethoxy)-1H-indol-2-yl)methyl)cyclopropane-1-carboxamide FC1(CC1)C(=O)NCC=1NC2=CC(=C(C=C2C1)F)OCC=1N=CSC1